7-bromo-N-((1-(dimethylamino)cyclobutyl)methyl)-6,8-difluoro-2-(((2R,7aS)-2-fluorotetrahydro-1H-pyrrolizin-7a(5H)-yl)methoxy)-5-methoxy-N-(4-methoxybenzyl)quinazolin-4-amine BrC1=C(C(=C2C(=NC(=NC2=C1F)OC[C@]12CCCN2C[C@@H](C1)F)N(CC1=CC=C(C=C1)OC)CC1(CCC1)N(C)C)OC)F